C(C)(C)(C)C1=NOC(=N1)C(=O)NCC1=C(C=C(C=C1)C1=C2C(=NC=C1)NC(=N2)C2=C(C=CC=C2)NC(\C=C\CN(C)C)=O)Cl (E)-3-(tert-butyl)-N-(2-chloro-4-(2-(2-(4-(dimethylamino)but-2-enamido)phenyl)-3H-imidazo[4,5-b]pyridin-7-yl)benzyl)-1,2,4-oxadiazole-5-carboxamide